FC1=CC=C(N(C)C2=CC=C(C=C2)F)C=C1 4-fluoro-N-(4-fluorophenyl)-N-methylaniline